C(C1=CC=CC=C1)N1N=C(N=C1)C(=O)N[C@@H]1C(N(C=2N(CC1)N=C(C2)CN2C=NC=C2)C)=O (S)-1-benzyl-N-[2-(imidazol-1-ylmethyl)-4-methyl-5-oxo-7,8-dihydro-6H-pyrazolo[1,5-a][1,3]diazepin-6-yl]-1,2,4-triazole-3-carboxamide